COC1=CC(=CC(N1)=O)\C=C\C1=CC=CC=C1 6-methoxy-4-[(E)-2-phenylvinyl]-1H-pyridin-2-one